ClC(OC1=CC=C(C=C1)NC(=O)C1=CN(C(C=C1)=O)C1=C2N=CC=NC2=CC=C1)(F)F N-[4-(Chlorodifluoromethoxy)phenyl]-6-oxo-1-(quinoxalin-5-yl)-1,6-dihydropyridine-3-carboxamide